C1(CC1)C([C@@H](C(=O)NC=1C=C2CC(CC2=CC1)(C(NC1=C(C=CC=C1)C)=O)N1C(N[C@@H](C1)C(C)C)=O)NC(OCC1=CC=CC=C1)=O)C1CC1 benzyl ((2S)-1,1-dicyclopropyl-3-((2-((R)-4-isopropyl-2-oxoimidazolidin-1-yl)-2-(o-tolylcarbamoyl)-2,3-dihydro-1H-inden-5-yl)amino)-3-oxopropan-2-yl)carbamate